2-aminoethyltriethoxysilane NCC[Si](OCC)(OCC)OCC